(R)-1-((4-(3-methylmorpholino)-6-(1H-pyrrolo[2,3-b]pyridin-4-yl)pyridin-2-yl)imino)-1λ6-thietane 1-oxide C[C@@H]1COCCN1C1=CC(=NC(=C1)C1=C2C(=NC=C1)NC=C2)N=S2(CCC2)=O